C(CCC)[Si](OC)(OC)CCCC Din-butyl-dimethoxysilan